7,8-dichloro-6-(3-fluoro-2-pyridinyl)-4H-imidazo[1,2-a][1,4]benzodiazepine ClC1=C(C=CC2=C1C(=NCC=1N2C=CN1)C1=NC=CC=C1F)Cl